CC(=CC(=O)C1=CC(=C(C=C1)N=NC1=CC=CC=C1)N)C 4'-dimethylacryloyl-aminoazobenzene